CC1C(CCCC1)O 2-Methylcyclohex-anol